d-cystine ethyl ester C(C)OC([C@@H](CSSC[C@H](C(=O)O)N)N)=O